N[C@@H](CO)C=1C=NC(=CC1)C1=C(C=C(C=C1)Cl)OC=1N(N=C(C1)C1=NC=CC=C1)C (2R)-2-amino-2-[6-[4-chloro-2-(2-methyl-5-pyridin-2-ylpyrazol-3-yl)oxyphenyl]pyridin-3-yl]ethanol